NC1=CC(=CC=C1O)C ortho-amino-para-cresol